N-((R)-1-(3-(difluoromethyl)-2-fluorophenyl)ethyl)-4-(((1R,5S,6s)-3-methyl-3-azabicyclo[3.1.0]hexan-6-yl)amino)-1-((1S,2S)-2-methylcyclopropyl)-6-oxo-1,6-dihydropyridine-3-carboxamide FC(C=1C(=C(C=CC1)[C@@H](C)NC(=O)C1=CN(C(C=C1NC1[C@@H]2CN(C[C@H]12)C)=O)[C@@H]1[C@H](C1)C)F)F